3-(6-((4-(2-(2,6-dioxopiperidin-3-yl)-1-oxoisoindolin-5-yl)piperidin-1-yl)methyl)-4-oxoquinazolin-3(4H)-yl)benzonitrile O=C1NC(CCC1N1C(C2=CC=C(C=C2C1)C1CCN(CC1)CC=1C=C2C(N(C=NC2=CC1)C=1C=C(C#N)C=CC1)=O)=O)=O